(4aR,8aS)-6-[2-[[2-(trifluoromethyl)pyrazolo[1,5-a]pyrimidin-6-yl]methyl]-7-azaspiro[3.5]nonane-7-carbonyl]-4,4a,5,7,8,8a-hexahydropyrido[4,3-b][1,4]oxazin-3-one FC(C1=NN2C(N=CC(=C2)CC2CC3(C2)CCN(CC3)C(=O)N3C[C@@H]2[C@@H](OCC(N2)=O)CC3)=C1)(F)F